2-chloro-N-methyl-N-(5-methyl-1,3,4-oxadiazol-2-yl)-4-(methylsulfonyl)-3-(propylthio)benzamide ClC1=C(C(=O)N(C=2OC(=NN2)C)C)C=CC(=C1SCCC)S(=O)(=O)C